C(C)(C)(C)OC(=O)NCC(CC)N N-(t-butoxycarbonyl)-1,2-diaminobutane